(3R)-3-{[2-(3,5-dimethyl-1H-pyrazol-4-yl)[1,2,4]triazolo[1,5-c]quinazolin-5-yl]amino}azepan CC1=NNC(=C1C1=NN2C(=NC=3C=CC=CC3C2=N1)N[C@H]1CNCCCC1)C